((1-(7-methyl-4-oxo-2-(piperidin-1-yl)-4H-pyrido[1,2-a]pyrimidin-9-yl)ethyl)amino)benzoic acid CC=1C=C(C=2N(C(C=C(N2)N2CCCCC2)=O)C1)C(C)NC1=C(C(=O)O)C=CC=C1